methacrylic acid-2-phenoxyethyl ester (Phenoxyethyl methacrylate) O(C1=CC=CC=C1)CCC=C(C(=O)O)C.O(C1=CC=CC=C1)CCOC(C(=C)C)=O